(R)-4-(6-cyanopyrazin-2-yl)-N-(8-methylisoquinolin-1-yl)-N-(piperidin-3-yl)benzamide C(#N)C1=CN=CC(=N1)C1=CC=C(C(=O)N([C@H]2CNCCC2)C2=NC=CC3=CC=CC(=C23)C)C=C1